2-(quinolin-3-yl)-N-(5-(trifluoromethyl)thiazol-2-yl)acetamide N1=CC(=CC2=CC=CC=C12)CC(=O)NC=1SC(=CN1)C(F)(F)F